6-(2-oxo-2-(piperidin-4-yl)ethyl)-2H-benzo[b][1,4]oxazin-3(4H)-one O=C(CC1=CC2=C(OCC(N2)=O)C=C1)C1CCNCC1